OCC(CO)NC(CCCCC)=O N-[2-hydroxy-1-(hydroxymethyl)ethyl]Caproamide